FC=1C=CC(=C(C(=O)O)C1)[Se]C1=NC(=CC(=N1)OC)OC 5-fluoro-2-((4,6-dimethoxy-pyrimidin-2-yl)seleno)benzoic acid